(S)-1-(3-methoxyphenyl)-ethylamine COC=1C=C(C=CC1)[C@H](C)N